N1C=CC2=C1N=C(C=C2N)N 1H-pyrrolo-[2,3-b]pyridine-4,6-diamine